Phosphoric acid tris(butoxyethyl) ester C(CCC)OCCOP(OCCOCCCC)(OCCOCCCC)=O